C(C)(C)(C)OC(=O)NC=1SC=C(N1)B(O)O [2-{tert-butoxycarbonylamino}thiazol-4-yl]boronic acid